O1C(OCC1)C1=C(C(=CC(=C1)F)F)C(C)O 1-(2-(1,3-dioxolan-2-yl)-4,6-difluorophenyl)ethan-1-ol